cis-[6-Cyclopropyl-4-[6-[6-(difluoromethyl)imidazo[1,2-b]pyridazin-3-yl]pyrimidin-4-yl]morpholin-2-yl]methanol C1(CC1)[C@@H]1O[C@@H](CN(C1)C1=NC=NC(=C1)C1=CN=C2N1N=C(C=C2)C(F)F)CO